ethyl 2-{[(4-{(1Z)-2-[8-(4,4-difluoropiperidinyl)(6-quinolinyl)]-1-fluoroethenyl}-3-(6-azaspiro[2.5]oct-6-yl)phenyl)amino]sulfonyl}acetate FC1(CCN(CC1)C=1C=C(C=C2C=CC=NC12)\C=C(/F)\C1=C(C=C(C=C1)NS(=O)(=O)CC(=O)OCC)N1CCC2(CC2)CC1)F